5H,6H,7H-pyrazolo[3,2-b][1,3]oxazin N1=CC=C2OCCCN21